tert-butyl (1-((2-((tetrahydro-2H-pyran-2-yl)oxy)ethoxy)methyl)cyclopropyl)carbamate O1C(CCCC1)OCCOCC1(CC1)NC(OC(C)(C)C)=O